NC1=C(N=CC(=N1)N1C[C@@H]2[C@H](C1)CC(C2)(N)C)C2=C(C(=CC=C2)Cl)Cl (3ar,5s,6as)-2-(6-amino-5-(2,3-dichlorophenyl)pyrazin-2-yl)-5-methyl-octahydrocyclopenta[c]pyrrol-5-amine